4-{[2-(aminomethyl)phenyl]-amino}-2-[(6-methoxy-2-methyl-1,2,3,4-tetrahydroisoquinolin-7-yl)amino]pyrimidine-5-carboxamide NCC1=C(C=CC=C1)NC1=NC(=NC=C1C(=O)N)NC1=C(C=C2CCN(CC2=C1)C)OC